C(C)(C)(C)OC(=O)N1C[C@@H]2COC3=C(CN2CC1)C=C(C(=C3F)C3=C(C=CC=C3OC)Cl)C#CCN(C)C (12AR)-9-(2-chloro-6-methoxyphenyl)-8-[3-(dimethylamino)prop-1-yn-1-yl]-10-fluoro-3,4,12,12a-tetrahydro-6H-pyrazino[2,1-c][1,4]benzoxazepine-2(1H)-carboxylic acid tert-butyl ester